[Na].[Li] Lithium Natrium